4-bromo-N,N-bis(4-chlorophenyl)aniline BrC1=CC=C(N(C2=CC=C(C=C2)Cl)C2=CC=C(C=C2)Cl)C=C1